ClC=1C(=CC=2N(C1)C(=CN2)C2=NC=CC(=N2)N2CC(C(CC2)CO)C2=CC=CC=C2)F {1-[2-(6-chloro-7-fluoro-imidazo[1,2-a]pyridin-3-yl)-pyrimidin-4-yl]-3-phenyl-piperidin-4-yl}-methanol